C1CCC2=C(C=3CCCC3C=C12)NC(=O)NS(=O)(=O)C1=CC(=C(O1)C)C(=O)O 5-(N-((1,2,3,5,6,7-hexahydro-s-indacen-4-yl)carbamoyl)sulfamoyl)-2-methylfuran-3-carboxylic acid